C1(=CC=CC=C1)P(O)(O)C1=CC=CC=C1.C1(=CC=CC=C1)P(O)(O)C1=CC=CC=C1.C(C)C(CO)(CO)C 2-ethyl-2-methyl-1,3-propanediol bis(diphenylphosphonite)